7-Bromomethylpentadecane BrCC(CCCCCC)CCCCCCCC